Benzyl ((S)-(7-fluoro-5-((R)-1-(5-fluoro-2-oxo-1,2-dihydropyridin-3-yl)-2-methoxyethyl)benzo[d]oxazol-2-yl)((1r,4S)-4-fluorocyclohexyl)methyl)carbamate FC1=CC(=CC=2N=C(OC21)[C@H](C2CCC(CC2)F)NC(OCC2=CC=CC=C2)=O)[C@@H](COC)C=2C(NC=C(C2)F)=O